2-(2H-1,2,3-benzotriazol-2-yl)-4-methyl-6-(2-methylpropan-2-enyl)phenol N=1N(N=C2C1C=CC=C2)C2=C(C(=CC(=C2)C)CC(=C)C)O